(S)-2-((2-chloro-5-(cyclopropoxymethyl)pyrimidin-4-yl)amino)-1-fluoro-10-methyl-5,6,8,9,10,11-hexahydro-7H-pyrido[3',4':4,5]pyrrolo[2,3-f]isoquinolin-7-one ClC1=NC=C(C(=N1)NC=1N=CC=2CCC3=C(C2C1F)NC1=C3C(NC[C@@H]1C)=O)COC1CC1